1-(3-(5-(2-fluoro-6-hydroxyphenyl)-3-(pyridin-4-ylamino)-2H-indazol-2-yl)piperidin-1-yl)prop-2-en-1-one FC1=C(C(=CC=C1)O)C1=CC2=C(N(N=C2C=C1)C1CN(CCC1)C(C=C)=O)NC1=CC=NC=C1